tert-Butyl 6-((2-(2,6-dioxopiperidin-3-yl)-1,3-dioxoisoindolin-5-yl)amino)hexanoate O=C1NC(CCC1N1C(C2=CC=C(C=C2C1=O)NCCCCCC(=O)OC(C)(C)C)=O)=O